((((2R,3S,4R,5R)-5-(6-chloro-4-((tetrahydro-2H-pyran-4-yl)amino)-1H-pyrazolo[3,4-d]pyrimidin-1-yl)-3,4-dihydroxytetrahydrofuran-2-yl)methoxy)methyl)phosphonic acid ClC1=NC(=C2C(=N1)N(N=C2)[C@H]2[C@@H]([C@@H]([C@H](O2)COCP(O)(O)=O)O)O)NC2CCOCC2